COC=1C=C2NC=3C=CC(=CC3C(C2=CC1)(C)C)CN1CCN(CC1)C1=CC=NC=C1 6-methoxy-9,9-dimethyl-2-((4-(pyridin-4-yl)piperazin-1-yl)methyl)-9,10-dihydroacridine